pyrazolo[3,4-d]pyrimidine-1-carboxylate N1(N=CC=2C1=NC=NC2)C(=O)[O-]